COC=1C(=CC(=C(C1)N1CCC(CC1)=O)C=1C=NN(C1)C)[N+](=O)[O-] 1-(5-methoxy-2-(1-methyl-1H-pyrazol-4-yl)-4-nitrophenyl)piperidin-4-one